Cl.CN1N=C(N=C1)CCl (1-methyl-1H-1,2,4-triazol-3-yl)chloromethane hydrochloride